NCC(=O)N[C@@H](CCC(=O)N[C@H](C(=O)N[C@H](C(=O)OC(C)C)CCC(C=[N+]=[N-])=O)CCC(C=[N+]=[N-])=O)C(=O)OC(C)C Isopropyl (S)-2-((S)-2-((S)-4-(2-aminoacetamido)-5-isopropoxy-5-oxopentanamido)-6-diazo-5-oxohexanamido)-6-diazo-5-oxohexanoate